N,N-bis-(2-hydroxyethyl)-4-isopropylaniline OCCN(C1=CC=C(C=C1)C(C)C)CCO